Bromo-1-(tetrahydro-2H-pyran-2-yl)-1,5,6,7-tetrahydrocyclopenta[f]indazole BrC1=NN(C2=CC3=C(C=C12)CCC3)C3OCCCC3